6-chloro-5-((4-(7-methyl-[1,2,4]triazolo[1,5-a]pyridin-6-yl)piperidin-1-yl)sulfonyl)imidazo[2,1-b]thiazole ClC=1N=C2SC=CN2C1S(=O)(=O)N1CCC(CC1)C=1C(=CC=2N(C1)N=CN2)C